(6-(4-(2-aminoethyl)piperazin-1-yl)-5-methylpyridin-3-ylmethyl)-2-butoxyimidazo[2,1-f][1,2,4]triazin-4-amine NCCN1CCN(CC1)C1=C(C=C(C=N1)CC=1N=C2C(=NC(=NN2C1)OCCCC)N)C